3,3-Bis(p-dibutylamino-phenyl)phthalid C(CCC)N(C1=CC=C(C=C1)C1(OC(=O)C2=CC=CC=C12)C1=CC=C(C=C1)N(CCCC)CCCC)CCCC